benzyl 4-(((tert-butoxycarbonyl)amino)methyl)piperidine-1-carboxylate C(C)(C)(C)OC(=O)NCC1CCN(CC1)C(=O)OCC1=CC=CC=C1